(Z)-1-(4-amino-2-fluorobut-2-en-1-yl)-N-methyl-4-(3-(N-methylsulfamoyl)phenyl)-1H-benzo[d][1,2,3]triazole-6-carboxamide NC\C=C(\CN1N=NC2=C1C=C(C=C2C2=CC(=CC=C2)S(NC)(=O)=O)C(=O)NC)/F